(S)-(3-(1-amino-1,3-dihydrospiro[indene-2,4'-piperidin]-1'-yl)-6-(3-(3,4-dimethoxyphenoxy)prop-1-yn-1-yl)pyrazin-2-yl)methanol N[C@@H]1C2=CC=CC=C2CC12CCN(CC2)C=2C(=NC(=CN2)C#CCOC2=CC(=C(C=C2)OC)OC)CO